BrC1=CC(=CC=2CCOC21)C=O 7-Bromo-2,3-dihydrobenzofuran-5-carbaldehyde